OC1=C(C(=CC(=C1)S(=O)(=O)O)S(=O)(=O)O)O 1,2-Dihydroxybenzene-3,5-Disulfonic Acid